FC1=CC=C(C=C1)N(C(=O)C1(CC1)C(=O)N)C1=CC=C(C=C1)OC=1C=2N(C=CC1)C=CN2 N-(4-fluorophenyl)-N-(4-(imidazo[1,2-a]pyridin-8-yloxy)phenyl)cyclopropane-1,1-dicarboxamide